O[C@H]1CN(CCC1)C1=C(C=C(C=C1)C(F)(F)F)NS(=O)(=O)C=1C=C(C(=O)OC)C=CC1OC (R)-methyl 3-(N-(2-(3-hydroxypiperidin-1-yl)-5-(trifluoromethyl) phenyl) sulfamoyl)-4-methoxybenzoate